(3S)-3-amino-4-[(7-bromo-6-chloro-4-oxo-3H-quinazolin-5-yl)oxy]butanenitrile N[C@@H](CC#N)COC1=C2C(NC=NC2=CC(=C1Cl)Br)=O